methyl 4-((trifluoromethyl)thio)-1H-pyrrole-2-carboxylate FC(SC=1C=C(NC1)C(=O)OC)(F)F